(1S,2S)-2-((tert-butyldimethylsilyl)oxy)-N-((1-methyl-1H-indol-2-yl)methyl)cyclohexan-1-amine [Si](C)(C)(C(C)(C)C)O[C@@H]1[C@H](CCCC1)NCC=1N(C2=CC=CC=C2C1)C